8-(2-(3-methyl-1,2,4-oxadiazol-5-yl)-2-azabicyclo[2.2.2]oct-5-yl)-2,8-diazaspiro[4.5]decan-3-one CC1=NOC(=N1)N1C2CC(C(C1)CC2)N2CCC1(CC(NC1)=O)CC2